CN(C1=NC=2N(C3=CC(=CC=C13)CS(=O)(=O)N)C=NN2)C2=CC=CC=C2 (5-(methyl-(phenyl)amino)-[1,2,4]triazolo[4,3-a]quinazolin-8-yl)methanesulfonamide